5-(6-(4-cyclopropyl-4H-1,2,4-triazol-3-yl)pyridin-2-yl)-2-ethyl-4,5-dihydro-6H-thieno[2,3-c]pyrrol-6-one C1(CC1)N1C(=NN=C1)C1=CC=CC(=N1)N1C(C2=C(C1)C=C(S2)CC)=O